2-oxooxolane-3-carbonitrile O=C1OCCC1C#N